ClC1=C(N=C2N1CCOC1=C2C=CC(=C1)N[C@H](C(=O)N)C)N1C(OC[C@H]1C(F)F)=C=O (S)-2-((3-chloro-2-((S)-4-(difluoromethyl)-2-carbonyloxazolidin-3-yl)-5,6-dihydrobenzo[f]imidazo[1,2-d][1,4]oxazepin-9-yl)amino)propanamide